C(C)(=O)C=1C(=C(CC=2NC3=CC(=CC=C3C2CC2=C(C(=CC(=C2O)C)C(C)=O)O)NC(C2=CC(=C(C(=C2)OC)OC)OC)=O)C(=C(C1)C)O)O N-(2,3-bis(3-acetyl-2,6-dihydroxy-5-methylbenzyl)-1H-indol-6-yl)-3,4,5-trimethoxybenzamide